C1(=CC=CC=C1)C1=NN=C(S1)C1CNCCC1 3-(5-phenyl-1,3,4-thiadiazol-2-yl)piperidine